3-oxospiro[indoline-2,4'-piperidine]-1'-carboxylic acid tert-butyl ester C(C)(C)(C)OC(=O)N1CCC2(CC1)NC1=CC=CC=C1C2=O